4-octenyltrimethoxysilane C(CCC=CCCC)[Si](OC)(OC)OC